(E)-3-methylbutyramide CC(CC(=O)N)C